1,2-bishydroxyethoxybenzene OC(CO)OC1=CC=CC=C1